FC=1C=2N(C=CC1C#CCO)C=NN2 3-(8-fluoro-[1,2,4]triazolo[4,3-a]pyridin-7-yl)prop-2-yn-1-ol